C(C1=CC=CO1)NCCNCC1=CC=CO1 N,N'-difurfuryl-1,2-ethylenediamine